OC1=C(C=O)C=CC(=C1)CN1C(C=CC=C1)=O 2-hydroxy-4-((2-oxopyridin-1(2H)-yl)methyl)benzaldehyde